N-[3-(2-chloro-5-fluorophenyl)-2-[(4-methoxyphenyl)methyl]-1,6-dioxo-1,2,3,7-tetrahydropyrrolo[3,4-f]isoquinolin-4-yl]-5-fluoro-3-(trifluoromethyl)benzamide ClC1=C(C=C(C=C1)F)C1N(C(C2=C3C=CNC(C3=CC(=C21)NC(C2=CC(=CC(=C2)F)C(F)(F)F)=O)=O)=O)CC2=CC=C(C=C2)OC